ClC=1C=C(C=CC1OC(F)F)NC=1C2=C(N=CN1)C=CC(=N2)N2[C@@H]1CN([C@H](C2)C1)C(C=C)=O 1-((1S,4S)-5-(4-((3-Chloro-4-(difluoromethoxy)phenyl)amino)pyrido[3,2-d]pyrimidin-6-yl)-2,5-diazabicyclo[2.2.1]heptan-2-yl)prop-2-en-1-one